(S)-2-(3-((2-(benzyloxy)pyrimidin-4-yl)oxy)pyrrolidin-1-yl)-N-(3-(2-((1,5-dimethyl-1H-pyrazol-3-yl)amino)-5-methylpyrimidin-4-yl)-1H-indol-7-yl)acetamide C(C1=CC=CC=C1)OC1=NC=CC(=N1)O[C@@H]1CN(CC1)CC(=O)NC=1C=CC=C2C(=CNC12)C1=NC(=NC=C1C)NC1=NN(C(=C1)C)C